C1(CC1)CNCCC1=CC=C(C=C1)C1=C(CCC2=CC(=CC=C12)OC)C1=CC=CC=C1 N-(cyclopropylmethyl)-2-(4-(6-methoxy-2-phenyl-3,4-dihydro-naphthalen-1-yl)phenyl)ethan-1-amine